COC1=C2C=C(NC2=CC=C1)C(=O)N[C@H](C(CN(C(/C=C/C(=O)OCC)=O)C[C@H]1C(NCC1)=O)=O)CC(C)C Ethyl (E)-4-(((S)-3-(4-methoxy-1H-indole-2-carboxamido)-5-methyl-2-oxohexyl)(((S)-2-oxopyrrolidin-3-yl)methyl)amino)-4-oxobut-2-enoate